C(C)N(CCCN(C(CCCCCCCC=CCC=CCCCCC)=O)C(ONCCCCCCCCCCCCCCCCCC)C(CCCC)CC)CC N-[3-(diethylamino)propyl]-N-[3-ethyl-1-(octadecylamino)-1-oxahept-2-yl]octadec-9,12-dienamide